C(C)OCCOC(=O)C1=CN=CCO1 [1,4]Oxazine-6-carboxylic acid 2-ethoxyethyl ester